1-[2-(4-isopropylsulfonylpiperazin-1-yl)propyl]-4-methyl-5-[[2-[6-(2,2,2-trifluoroethyl)quinazolin-4-yl]-2,7-diazaspiro[3.5]nonan-7-yl]methyl]indole-2-carbonitrile C(C)(C)S(=O)(=O)N1CCN(CC1)C(CN1C(=CC2=C(C(=CC=C12)CN1CCC2(CN(C2)C2=NC=NC3=CC=C(C=C23)CC(F)(F)F)CC1)C)C#N)C